(8-Methyl-3,5,6,7-tetrahydro-1H-2,4-diaza-s-indacen-2-yl)-[1-(2-trifluoromethyl-pyridin-4-yl)-pyrrolidin-3(R)-yl]-methanone CC=1C=2CCCC2N=C2CN(CC12)C(=O)[C@H]1CN(CC1)C1=CC(=NC=C1)C(F)(F)F